trans-5-(2-(4-fluoro-3-methoxyphenyl)cyclopropyl)-4-isopropyl-2,2'-bipyrimidine FC1=C(C=C(C=C1)[C@H]1[C@@H](C1)C=1C(=NC(=NC1)C1=NC=CC=N1)C(C)C)OC